(S)-1-(2-(benzo[b]thiophen-2-yl)ethyl)-7-ethoxy-6-methoxy-3,4-dihydroisoquinoline-2(1H)-formaldehyde S1C2=C(C=C1CC[C@@H]1N(CCC3=CC(=C(C=C13)OCC)OC)C=O)C=CC=C2